4-methoxy-6-(1-(1-(piperazine-1-carbonyl)piperidin-4-yl)-1H-pyrazol-4-yl)pyrazolo[1,5-a]pyridine-3-carbonitrile COC=1C=2N(C=C(C1)C=1C=NN(C1)C1CCN(CC1)C(=O)N1CCNCC1)N=CC2C#N